CN1N=C2C=C(C=CC2=C1)N1CCN(CC1)CC1=CC=C(CN2CCCCC2)C=C1 1-(4-((4-(2-methyl-2H-indazol-6-yl)piperazin-1-yl)methyl)benzyl)piperidine